3,3-dibromo-4-(2-fluoro-4-nitro-phenoxy)-1H-pyrrolo[2,3-b]pyridin-2-one BrC1(C(NC2=NC=CC(=C21)OC2=C(C=C(C=C2)[N+](=O)[O-])F)=O)Br